aminoamide, ammonium salt [NH4+].N[NH-]